ClC1=CC=C(C=C1)C1(CCN(CC1)C1=CC=CC(=N1)S(=O)(=O)NC(=O)C1(CC1)OC1=C(C=CC(=C1)C)C1COC(CC1)(C)C)O N-((6-(4-(4-chlorophenyl)-4-hydroxypiperidin-1-yl)pyridin-2-yl)sulfonyl)-1-(2-(6,6-dimethyltetrahydro-2H-pyran-3-yl)-5-methylphenoxy)cyclopropane-1-carboxamide